NC1=C(C=CC=C1)C1CCNC=2N1N=C(C2C(=O)N)C2=CC=C(C=C2)OCC2=CC=CC=C2 7-(2-Aminophenyl)-2-(4-(benzyloxy)phenyl)-4,5,6,7-tetrahydropyrazolo[1,5-a]pyrimidine-3-carboxamide